(E)-4-(2-cyano-3-cyclopropylacryloyl)-N-(1-((3,4-dichlorophenyl)ethynyl)cyclopropyl)piperazine-1-carboxamide C(#N)/C(/C(=O)N1CCN(CC1)C(=O)NC1(CC1)C#CC1=CC(=C(C=C1)Cl)Cl)=C\C1CC1